N-(4-chlorophenyl)-2-methylpropionamidine ClC1=CC=C(C=C1)NC(C(C)C)=N